N-(5,6-difluoro-2,3-dihydro-1H-inden-2-yl)-5-(5-(3-(3-methyl-1H-1,2,4-triazol-1-yl)pyrrolidin-1-yl)-1,3,4-oxadiazol-2-yl)pyrimidin-2-amine FC=1C=C2CC(CC2=CC1F)NC1=NC=C(C=N1)C=1OC(=NN1)N1CC(CC1)N1N=C(N=C1)C